tert-butyl 17-((4-hydroxyphenyl)amino)-17-oxoheptadecanoate OC1=CC=C(C=C1)NC(CCCCCCCCCCCCCCCC(=O)OC(C)(C)C)=O